(4-bromo-2-fluorophenyl)methanamine BrC1=CC(=C(C=C1)CN)F